7-cyano-7-deazaguanosine C(#N)C1=CN([C@H]2[C@H](O)[C@H](O)[C@@H](CO)O2)C=2N=C(NC(C12)=O)N